ClC1=C(C(=O)N2CCN(CC2)C(=O)C2CCN(CC2)C(=O)OC(C)(C)C)C=CC(=C1)NC(=O)C=1N(C(=CN1)C=1C(=NN(C1)CC(F)(F)F)C(F)(F)F)C tert-Butyl 4-[4-[2-chloro-4-[[1-methyl-5-[1-(2,2,2-trifluoroethyl)-3-(trifluoromethyl)pyrazol-4-yl]imidazole-2-carbonyl]amino]benzoyl]piperazine-1-carbonyl]piperidine-1-carboxylate